4-methoxy-3-(2-nitroethyl)indole COC1=C2C(=CNC2=CC=C1)CC[N+](=O)[O-]